NC1=C(C=C(C=N1)C=1C=C(C(=O)NCCN2CCCC2)C=CC1)OCC1=C(C(=CC=C1F)F)Cl 3-[6-amino-5-(2-chloro-3,6-difluoro-benzyloxy)-pyridin-3-yl]-N-(2-pyrrolidin-1-yl-ethyl)-benzamide